5-((2-(2-((6-chlorohexyl)oxy)ethoxy)ethyl)carbamoyl)-3-oxo-3H-spiro[isobenzofuran-1,9'-xanthene]-3',6'-diyl diacetate C(C)(=O)OC=1C=CC=2C3(C4=CC=C(C=C4OC2C1)OC(C)=O)OC(C1=CC(=CC=C13)C(NCCOCCOCCCCCCCl)=O)=O